(S)-tert-butyl 6-(((S)-1-methoxy-1-oxo-3-((S)-2-oxopyrrolidin-3-yl)propan-2-yl)carbamoyl)-5-azaspiro[2.4]heptane-5-carboxylate COC([C@H](C[C@H]1C(NCC1)=O)NC(=O)[C@H]1N(CC2(CC2)C1)C(=O)OC(C)(C)C)=O